NC1=C(C=2C(=NC=C(C2S1)F)C1=C2C(=C3C=CC(=NC3=C1F)OCC1(CC1)CN1CCOCC1)COC2)C#N 2-Amino-7-fluoro-4-(5-fluoro-7-((1-(morpholinomethyl)cyclopropyl)methoxy)-1,3-dihydrofuro[3,4-f]quinolin-4-yl)thieno[3,2-c]pyridine-3-carbonitrile